OCC(C(=O)O)CCCO 2,4-dihydroxymethyl-butyric acid